N1(C=NC=C1)C=1C=C(C(=O)N2CCNCC2)C=CC1 1-[3-(1H-Imidazol-1-yl)benzoyl]piperazine